1-(2,6-dimethoxyphenyl)-2-(6-ethoxypyridin-2-yl)-1H-imidazo[4,5-b]pyrazin-6-yl-1-(pyridin-2-yl)methanesulfonamide COC1=C(C(=CC=C1)OC)N1C(=NC=2C1=NC(=CN2)C(S(=O)(=O)N)C2=NC=CC=C2)C2=NC(=CC=C2)OCC